C1C(CC2=CC=CC=C12)NC(=O)C=1C(=NC=CN1)NC(=O)N1CCC(CC1)NS(=O)(=O)NC(OCCN1C=NC2=CC=CC=C2C1=O)=O 2-(4-oxoquinazolin-3(4H)-yl)ethyl (N-(1-((3-((2,3-dihydro-1H-inden-2-yl)carbamoyl)pyrazin-2-yl)carbamoyl)piperidin-4-yl)sulfamoyl)carbamate